ClC1=CC=C(C=C1)C1=CN(C=2N=CN=C(C21)N)C(C)C2=CC(=NO2)C2=C(C=CC=C2)OC 5-(4-Chlorophenyl)-7-{1-[3-(2-methoxyphenyl)-1,2-oxazol-5-yl]ethyl}-7H-pyrrolo[2,3-d]pyrimidin-4-amine